tert-butoxycarbonyl-(BOC)Piperazine C(C)(C)(C)OC(=O)C1N(CCNC1)C(=O)OC(C)(C)C